C(C)(C)(C)OC(=O)C=1C=NN(C1N)C1=NC(=CC(=N1)C#N)NCC1=CC=CC=C1 1-[4-cyano-6-(benzylamino)pyrimidin-2-yl]-5-amino-1H-pyrazole-4-carboxylic acid tert-butyl ester